5-((2-oxoindolin-3-ylidene)methyl)furan O=C1NC2=CC=CC=C2C1=CC1=CC=CO1